N1CCC(CC1)CN1CCN(CC1)C1=CC=C(N=N1)N1N=C(C=2C1=NC(=NC2)N)N (6-(4-(piperidin-4-ylmethyl)piperazin-1-yl)pyridazin-3-yl)-1H-pyrazolo[3,4-d]pyrimidine-3,6-diamine